BrC1=CC=C(C=C1)S(=O)C1CCN(CC1)C(=O)OC(C)(C)C tert-butyl 4-(4-bromobenzenesulfinyl)piperidine-1-carboxylate